2,4-Bis(benzyloxy)-9-[(2S,3S,4R)-2,3,4,5-tetrakis(benzyloxy)pentyl]-5,7,8,9-tetrahydro-6H-pyrimido[4,5-b][1,4]diazepin-6-one C(C1=CC=CC=C1)OC=1N=C(C2=C(N(CCC(N2)=O)C[C@@H]([C@@H]([C@@H](COCC2=CC=CC=C2)OCC2=CC=CC=C2)OCC2=CC=CC=C2)OCC2=CC=CC=C2)N1)OCC1=CC=CC=C1